ClC=1C=C(C=CC1)C1=CC(=CC=C1)C1=NC2=C3N=C(C=CC3=CC=C2C=C1)C1=CC=CC=C1 2-(3'-chloro-[1,1'-biphenyl]-3-yl)-9-phenyl-1,10-phenanthroline